(R or S)-N-(3-(ethoxymethyl)-3-(4-fluorophenethyl)pyrrolidin-1-yl)pyridin-3-amine C(C)OC[C@]1(CN(CC1)NC=1C=NC=CC1)CCC1=CC=C(C=C1)F |o1:4|